(±)-trans-4-phenyl-N-[trans-3-(4-methylphenoxy)cyclobutyl]Pyrrolidine-3-carboxylic acid C1(=CC=CC=C1)[C@H]1[C@@H](CN(C1)[C@@H]1C[C@H](C1)OC1=CC=C(C=C1)C)C(=O)O |r|